diisobutyl 2,3-di(cyclohexylmethyl)succinate C1(CCCCC1)CC(C(=O)OCC(C)C)C(C(=O)OCC(C)C)CC1CCCCC1